1,2-difluoropentane FCC(CCC)F